butyl 3-((6-((tert-butoxycarbonyl)(4,4-difluorocyclohexyl)amino)-2-(4-formylthiazole-2-yl)pyrimidin-4-yl)oxy)azetidine-1-carboxylate C(C)(C)(C)OC(=O)N(C1=CC(=NC(=N1)C=1SC=C(N1)C=O)OC1CN(C1)C(=O)OCCCC)C1CCC(CC1)(F)F